1-(4-((3S,4R)-7-hydroxy-3-phenylchroman-4-yl)phenyl)piperidine-4-carbaldehyde OC1=CC=C2[C@H]([C@H](COC2=C1)C1=CC=CC=C1)C1=CC=C(C=C1)N1CCC(CC1)C=O